C(C#C)NC1=NC(N(C2=CC(=CC=C12)C(F)(F)F)C=1C=NC=CC1)=O 4-(prop-2-yn-1-ylamino)-1-(pyridin-3-yl)-7-(trifluoromethyl)quinazolin-2(1H)-one